rel-(2S,3R,5S)-4-[[3-(3,4-difluoro-2-methoxy-phenyl)-5-(trifluoromethyl)tetrahydrofuran-2-carbonyl]amino]pyridine-2-carboxamide FC=1C(=C(C=CC1F)[C@@H]1[C@H](O[C@@H](C1)C(F)(F)F)C(=O)NC1=CC(=NC=C1)C(=O)N)OC |o1:8,9,11|